BrC=1C(=NN(C1C)C)C(=O)Cl 4-bromo-1,5-dimethyl-pyrazole-3-carbonyl chloride